FC(F)N(C)C(C(CC)O)OC1=C(C=CC=C1)CCC1=CC(=CC=C1)OC(F)(F)F ((difluoromethyl)(methyl)amino)-1-(2-(3-(trifluoromethoxy)phenethyl)phenoxy)butan-2-ol